BrC=1C=CC=2C=3C=C4C(=CC3C3(CC(C3)(CBr)CBr)C2C1)C1=CC=C(C=C1C41CC(C1)(CBr)CBr)Br 2',8'-dibromo-3,3,3'',3''-tetrakis(bromomethyl)dispiro[cyclobutane-1,6'-indeno[1,2-b]fluorene-12',1''-cyclobutane]